FC(C(C)O)(F)C1=CC=C(C=C1)CC(=O)NC1=CC=C(C=C1)C1=NC=CN=C1C1=C(C=CC=C1)CC 2-(4-(1,1-difluoro-2-hydroxypropyl)phenyl)-N-(4-(3-(2-ethylphenyl)pyrazin-2-yl)phenyl)acetamide